C(C)C1(C2CC3CC(CC1C3)C2)OC(=O)COC(=O)C2C3C=CC(C2)C3 5-(2-ethyl-2-adamantyloxycarbonylmethyloxycarbonyl)-bicyclo[2.2.1]hept-2-ene